COC[C@H]1NC[C@@H](NC1)COC (2S,5R)-2,5-bis(methoxymethyl)piperazine